C(C)C1=NC=C(C=C1C(=O)N)NC(C(=O)N1[C@@H](CC[C@H](C1)C)C1=CC=CC=C1)=O 2-ethyl-5-[[2-[(2S,5R)-5-methyl-2-phenyl-1-piperidyl]-2-oxo-acetyl]amino]pyridine-3-carboxamide